tin sulfite S(=O)([O-])[O-].[Sn+4].S(=O)([O-])[O-]